N-(2,2-difluoroethyl)-6,7-difluoro-N-[3-fluoro-5-[2-(1-methylpyrazol-4-yl)ethynyl]phenyl]-1-methyl-[1,2,4]triazolo[4,3-a]quinazolin-5-amine FC(CN(C1=NC=2N(C3=CC=C(C(=C13)F)F)C(=NN2)C)C2=CC(=CC(=C2)C#CC=2C=NN(C2)C)F)F